OC12OC3=C(C1(C(C1=CC=CC(=C12)[N+](=O)[O-])=O)NC(=O)C=1NC(=CC1C)S(=O)(=O)N1CCN(CC1)C)C=CC(=C3)[C@H]3[C@@H](C3)C N-(4b-Hydroxy-7-((trans)-2-methylcyclopropyl)-4-nitro-10-oxo-4b,10-dihydro-9bH-indeno[1,2-b]benzofuran-9b-yl)-3-methyl-5-((4-methylpiperazin-1-yl)sulfonyl)-1H-pyrrole-2-carboxamide